2-[1-(4-cyanophenyl)pyrazol-4-yl]-N-(5-cyclopropyl-2H-pyrazol-3-yl)propanamide C(#N)C1=CC=C(C=C1)N1N=CC(=C1)C(C(=O)NC=1NN=C(C1)C1CC1)C